FC=1C=C(C=CC1F)C1=CC(=C(C=C1)C(=O)OCC)N1C(C2=CC(=CC=C2C1)C1=CN=NN1)=O ethyl 3',4'-difluoro-3-[1-oxo-6-(1H-1,2,3-triazol-5-yl)-2,3-dihydro-1H-isoindol-2-yl][1,1'-biphenyl]-4-carboxylate